FC=1C=C(C=O)C=CC1N1N=C(C=C1C)C(F)(F)F 3-fluoro-4-[5-methyl-3-(trifluoromethyl)pyrazol-1-yl]benzaldehyde